2-(2-(benzofuran-2-yl)-5-ethyl-6-(4-(3-hydroxypicolinoyl)piperazin-1-yl)-7-oxo-[1,2,4]triazolo[1,5-a]pyrimidin-4(7H)-yl)-N-(2-chloro-4-(trifluoromethyl)phenyl)acetamide O1C(=CC2=C1C=CC=C2)C2=NN1C(N(C(=C(C1=O)N1CCN(CC1)C(C1=NC=CC=C1O)=O)CC)CC(=O)NC1=C(C=C(C=C1)C(F)(F)F)Cl)=N2